C(#N)C=1SC2=C(N1)C=C(C=C2)NC2C1CN(CC2CCC1)C(=O)OC(C)(C)C tert-Butyl 9-[(2-cyano-1,3-benzothiazol-5-yl)amino]-3-azabicyclo[3.3.1]nonane-3-carboxylate